tert-butyl N-[[6-methoxy-1-(p-tolylsulfonyl)-5-(4,4,5,5-tetramethyl-1,3,2-dioxaborolan-2-yl)indol-2-yl]methyl]carbamate COC1=C(C=C2C=C(N(C2=C1)S(=O)(=O)C1=CC=C(C=C1)C)CNC(OC(C)(C)C)=O)B1OC(C(O1)(C)C)(C)C